BrC=1N=C(C=2N(C1)N=CN2)NC2=CC(=C(C=C2)N2CCN(CC2)C2CC2)OC 6-bromo-N-(4-(4-cyclopropylpiperazin-1-yl)-3-methoxyphenyl)-[1,2,4]triazolo[1,5-a]pyrazin-8-amine